C(C)N1N=CN=C1 ethyl-2H-1,2,4-triazole